FC(C(=O)O)(F)F.ClC1=CC(=C(COC=2C(=NC=CN2)N2C[C@@H](N(CC2)CC2=NC=3C(=NC(=CC3)C(=O)O)N2C)C)C=C1)F 2-{[(2S)-4-{3-[(4-chloro-2-fluorobenzyl)oxy]pyrazin-2-yl}-2-methylpiperazin-1-yl]methyl}-3-methyl-3H-imidazo[4,5-b]pyridine-5-carboxylic Acid, Trifluoroacetate Salt